N1C=NC(=C1)N1C(C(C2=C(C=CC=C12)C=1C=CC(=C(C(=O)NC2=CC=C(C=C2)F)C1)C(F)(F)F)(C)C)=O 5-(1-(1H-imidazol-4-yl)-3,3-dimethyl-2-oxoindolin-4-yl)-N-(4-fluorophenyl)-2-(trifluoromethyl)benzamide